methyl 5-{[(3S,4R)-1-(tert-butoxycarbonyl)-4-fluoropyrrolidin-3-yl]oxy}pyridine-2-carboxylate C(C)(C)(C)OC(=O)N1C[C@@H]([C@@H](C1)F)OC=1C=CC(=NC1)C(=O)OC